Methyl (2S,3R)-3-(4-isopropyl-1H-pyrazol-3-yl)-2-((((CIS)-4-phenylcyclohexyl)oxy)methyl)piperidine-1-carboxylate C(C)(C)C=1C(=NNC1)[C@H]1[C@H](N(CCC1)C(=O)OC)CO[C@@H]1CC[C@@H](CC1)C1=CC=CC=C1